C1(CC1)C=1C(=NC=C(C1)NC(C(=O)N1[C@H](CN([C@@H](C1)C)C(C(C)C)=O)C1=CC=C(C=C1)F)=O)NC(OC(C)(C)C)=O tert-butyl (3-cyclopropyl-5-(2-((2S,5R)-2-(4-fluorophenyl)-4-isobutyryl-5-methylpiperazin-1-yl)-2-oxoacetamido)pyridin-2-yl)carbamate